(S)-N-(6-chloropyridin-3-yl)-6-((tetrahydrofuran-3-yl)oxy)isoquinolin-1-amine ClC1=CC=C(C=N1)NC1=NC=CC2=CC(=CC=C12)O[C@@H]1COCC1